4-(4-(methoxy-d3)phenyl)tetrahydro-2H-pyran-4-ol C(OC1=CC=C(C=C1)C1(CCOCC1)O)([2H])([2H])[2H]